ClC1=C(C=CC=C1)C1=CC=NC2=CC(=CC=C12)O[C@@H](C(=O)N1CCCCC1)C (2R)-2-[[4-(2-chlorophenyl)-7-quinolyl]oxy]-1-(1-piperidyl)propan-1-one